ClC1=C(C(=CC=C1)Cl)C(=O)N1C=C(C=2C1=NC=C(N2)C=2C=C1CCN(CC1=C(C2)C)C)I (2,6-dichlorophenyl)(2-(2,8-dimethyl-1,2,3,4-tetrahydroisoquinolin-6-yl)-7-iodo-5H-pyrrolo[2,3-b]pyrazin-5-yl)methanone